Tert-butyl (4-(3,5-bis(hydroxymethyl)phenoxy)butyl)carbamate OCC=1C=C(OCCCCNC(OC(C)(C)C)=O)C=C(C1)CO